CN(CCCOCC=CCCCCCCCC\C=C/CCCCC)C N,N-dimethyl-3-[(9z,12z)-octadeca-2,12-dien-1-yloxy]propan-1-amine